Ethylen glycol diglycidyl ether C(C1CO1)OCCOCC1CO1